magnesium aluminium [Al].[Mg]